Cl.N=1C=CN2C1SC1=C2C=CC(=C1)C(=O)N benzo[d]imidazo[2,1-b]thiazol-7-carboxamide hydrochloride